ClC1=CN(C=2N=C(N=CC21)NC=2C(=NN(C2)CCOC)Cl)CC 5-chloro-N-(3-chloro-1-(2-methoxyethyl)-1H-pyrazol-4-yl)-7-ethyl-7H-pyrrolo[2,3-d]pyrimidin-2-amine